CC1C(NCCN1CC1=C(C=C(C=C1)OC)OC)=O 3-methyl-4-(2,4-dimethoxybenzyl)piperazin-2-one